6-fluoro-N-methyl-5-((1-((3-methyl-2-oxo-4-thioxo-1,2,3,4-tetrahydroquinazolin-7-yl)methyl)pyrrolidin-3-yl)oxy)picolinamide FC1=C(C=CC(=N1)C(=O)NC)OC1CN(CC1)CC1=CC=C2C(N(C(NC2=C1)=O)C)=S